C1(CCCC1)C(CC#N)N1N=CC(=C1)C=1C2=C(N=CN1)N(C=C2)COCC[Si](C)(C)C 3-cyclopentyl-3-(4-(7-((2-(trimethylsilyl)ethoxy)methyl)-7H-pyrrolo[2,3-d]pyrimidin-4-yl)-1H-pyrazol-1-yl)propanenitrile